16-chloro-2,3,4,10,12-pentaazatetracyclo[11.4.0.02,6.08,12]heptadeca-1(17),3,5,8,10,13,15-heptaene-9-carbaldehyde ClC1=CC=C2N3C=NC(=C3CC3=CN=NN3C2=C1)C=O